5-methyl-2-(pyrrolidin-2-yl)thiazole CC1=CN=C(S1)C1NCCC1